2-(((2-(3-methoxyphenyl)cyclopropyl)methyl)amino)-N-(pyrimidin-5-yl)pyrimidine-4-carboxamide COC=1C=C(C=CC1)C1C(C1)CNC1=NC=CC(=N1)C(=O)NC=1C=NC=NC1